3,3-dicyclopropyl-N-[4-(3,5-dimethyl-1H-pyrazol-4-yl)phenyl]-2-[5-(2-methoxy-4-pyridyl)-4H-1,2,4-triazol-3-yl]propanamide C1(CC1)C(C(C(=O)NC1=CC=C(C=C1)C=1C(=NNC1C)C)C1=NN=C(N1)C1=CC(=NC=C1)OC)C1CC1